COC1=CC=C(CN(C=2N=CN(C(C2C(=O)OC)=O)C2=C(C=C(C=C2C)CCF)C)CC2=CC=C(C=C2)OC)C=C1 methyl 4-(bis(4-methoxybenzyl)amino)-1-(4-(2-fluoroethyl)-2,6-dimethylphenyl)-6-oxo-1,6-dihydropyrimidine-5-carboxylate